C(C)(C)(C)OC(=O)N1CC2=CC(=CC(=C2C1)N1CCCC2=CC(=C(C=C12)C(F)F)C=1C(=NN(C1)C)COC)Cl {6-chloro-4-[7-(difluoromethyl)-6-[3-(methoxymethyl)-1-methylpyrazol-4-yl]-3,4-dihydro-2H-quinolin-1-yl]-1,3-dihydroisoindol-2-yl}carboxylic acid tert-butyl ester